ClC=1C=CC2=C(C=C(O2)C(C(=O)N[C@@H]([C@H](O)C2=CC3=C(OCCO3)C=C2)CN2CC(C2)C)(F)F)C1 2-(5-chlorobenzofuran-2-yl)-N-((1r,2r)-1-(2,3-dihydrobenzo[b][1,4]dioxin-6-yl)-1-hydroxy-3-(3-methylazetidin-1-yl)propan-2-yl)-2,2-difluoroacetamide